FC1=C(CN2N=C3C(=C2)CN(C3)C3=NC=CC(=N3)C(=O)N(C)C)C=CC(=C1)F 2-(2-(2,4-difluorobenzyl)-2,6-dihydropyrrolo[3,4-c]pyrazol-5(4H)-yl)-N,N-dimethylpyrimidine-4-carboxamide